(1R,2S,5R)-N-(4-(1-aminoethyl)benzyl)-2-isopropyl-5-methylcyclohexanecarboxamide hydrochloride Cl.NC(C)C1=CC=C(CNC(=O)[C@H]2[C@@H](CC[C@H](C2)C)C(C)C)C=C1